3-sulfanylhexan SC(CC)CCC